dichloromethane sulphate S(=O)(=O)(O)O.ClCCl